C(C)NC1=NC=C(C(=C1)OC=1C(=NC(=NC1)N)N)C(=C)C 5-((2-(ethylamino)-5-(prop-1-en-2-yl)pyridin-4-yl)oxy)pyrimidine-2,4-diamine